ClC=1C=C(C=CC1F)N(C(=O)[C@H]1N(C(N(C1)CCCN(C)C)=O)C1=NC(=CC(=C1)C(F)(F)F)C)C (S)-N-(3-chloro-4-fluorophenyl)-1-(3-(dimethylamino)propyl)-N-methyl-3-(6-methyl-4-(trifluoromethyl)pyridin-2-yl)-2-oxoimidazolidine-4-carboxamide